(3-bromo-4-fluorophenyl)methanamine hydrochloride Cl.BrC=1C=C(C=CC1F)CN